tert-Butyl (S)-(2-oxo-1-(2,3,5,6-tetrafluorophenoxy)-5-(thiophen-3-ylmethoxy)pentan-3-yl)carbamate O=C(COC1=C(C(=CC(=C1F)F)F)F)[C@H](CCOCC1=CSC=C1)NC(OC(C)(C)C)=O